N-hydroxyethyl-N-methyllysine OCCN([C@@H](CCCCN)C(=O)O)C